Diphenyl-fluorene C1(=CC=CC=C1)C1=C(C=2CC3=CC=CC=C3C2C=C1)C1=CC=CC=C1